ClC=1C=C2C(C(=CN(C2=CC1N1[C@H](CCC1)COC1=NC=CC=C1Cl)C=1C=NC(=CC1)NC(C)=O)C(=O)OCC)=O ethyl 6-chloro-7-[(2R)-2-{[(3-chloropyridin-2-yl) oxy] methyl} pyrrolidin-1-yl]-1-(6-acetamidopyridin-3-yl)-4-oxo-1,4-dihydroquinoline-3-carboxylate